CC1=C(N(C=2N=CNC(C21)=O)C2=C(C=CC=C2)Cl)C(=O)OC methyl 5-methyl-4-oxo-7-(2-chlorophenyl)-4,7-dihydro-3H-pyrrolo[2,3-d]pyrimidine-6-carboxylate